C(C)OC(=O)C1=CN(C(N=N1)SC)NNCC=C 4-(2-allylhydrazino)-3-(methylthio)-1,2,4-triazine-6-carboxylic acid ethyl ester